C(C)(C)(C)NC(NC1=C(C2=C(N(C([C@H](O2)C)=O)CC2=CC(=CC=C2)OC(F)F)C=C1F)F)=O 3-tert-butyl-1-[(2R)-4-{[3-(difluoromethoxy)phenyl]methyl}-6,8-difluoro-2-methyl-3-oxo-2H-1,4-benzoxazin-7-yl]urea